FC=1C=C(C(=NC1)OC=1C=CC=2N(C1)C(=C(N2)C(=O)NC2(CCS(CC2)(=O)=O)C)C)OCC(F)(F)F 6-[[5-fluoro-3-(2,2,2-trifluoroethoxy)-2-pyridyl]oxy]-3-methyl-N-(4-methyl-1,1-dioxo-thian-4-yl)imidazo[1,2-a]pyridine-2-carboxamide